bromo-3-chloropicolinic acid BrC1=C(C(=NC=C1)C(=O)O)Cl